C(C1=CC=CC=C1)OC1=C(C(=O)N2CC3=C(C=CC=C3CC2)NC2=CC(N(C=C2)C)=O)C(=CC(=C1)O)O 4-((2-(2-(Benzyloxy)-4,6-dihydroxybenzoyl)-1,2,3,4-tetrahydro-isoquinolin-8-yl)amino)-1-methylpyridin-2(1H)-one